C(N)(=O)C1=CC=C(C=C1)C=1C(=CC(=C2C(C=C(OC12)C1=CC=C(C=C1)OCC1=CC=CC=C1)=O)OC)OC 8-(4-(carbamoyl)phenyl)-2-(4-(benzyloxy)phenyl)-5,7-dimethoxy-4H-chromen-4-one